C=C1CC=NC=C1 4-methylene-pyridine